ethyl 5-bromo-4-(methoxymethoxy)benzo[b]thiophene-6-carboxylate BrC1=C(C2=C(SC=C2)C=C1C(=O)OCC)OCOC